N-hydroxy-2-azaspiro[3.3]heptane-6-carboxamide trifluoroacetate FC(C(=O)O)(F)F.ONC(=O)C1CC2(CNC2)C1